NC1=C(C(=O)OC)C=C(C(=C1F)Br)I methyl 2-amino-4-bromo-3-fluoro-5-iodobenzoate